N[C@@H](CCCCN)C(=O)O [S]-lysine